NC=1C(=C2C=CC(=C3CC(C(C1)=C32)=O)F)Cl 7-amino-6-chloro-3-fluoroacenaphthylen-1(2H)-one